tert-butyl 2-cyano-3-oxo-8-azaspiro[4.5]dec-1-ene-8-carboxylate C(#N)C1=CC2(CC1=O)CCN(CC2)C(=O)OC(C)(C)C